4-((4-((4-Chloro-3-((1,1-dimethylethyl)sulfonamido)phenyl)amino)-5-methylpyrimidin-2-yl)amino)-2-fluoro-N-(1-methylpiperidin-4-yl)benzamide ClC1=C(C=C(C=C1)NC1=NC(=NC=C1C)NC1=CC(=C(C(=O)NC2CCN(CC2)C)C=C1)F)NS(=O)(=O)C(C)(C)C